(S)-tert-Butyl 5-(methylthio)-5-oxo-2-(pent-4-enamido)pentanoate CSC(CC[C@@H](C(=O)OC(C)(C)C)NC(CCC=C)=O)=O